ethyl 2-(7-methoxy-4,4-dimethyl-1-oxo-2,3-dihydronaphthalen-2-yl)-2-oxoacetate COC1=CC=C2C(CC(C(C2=C1)=O)C(C(=O)OCC)=O)(C)C